tert-butyl (3-((1-(tetrahydro-2H-pyran-2-yl)-6-(tetrahydro-2H-pyran-4-yl)-1H-indazol-4-yl)amino)propyl)carbamate O1C(CCCC1)N1N=CC2=C(C=C(C=C12)C1CCOCC1)NCCCNC(OC(C)(C)C)=O